(1-(3,4-difluorophenyl)-2-(piperazin-1-yl)ethyl)-6-isopropoxypyridine-3-sulfonamide FC=1C=C(C=CC1F)C(CN1CCNCC1)C1=NC(=CC=C1S(=O)(=O)N)OC(C)C